CN(C(=O)C1=C(C=C(C=C1)C1=NN=C(S1)N1C(CN(CC1)C(=O)OC(C)(C)C)C)F)C tert-butyl 4-(5-(4-(dimethylcarbamoyl)-3-fluorophenyl)-1,3,4-thiadiazol-2-yl)-3-methylpiperazine-1-carboxylate